FC(COC(C(=O)Cl)=O)(F)F.C(C)N(C(C(=O)OCC(F)(F)F)=O)C(C)C1=C(C=C(C=C1)C(F)(F)F)F 2,2,2-Trifluoroethyl 2-[ethyl-[1-[2-fluoro-4-(trifluoromethyl)phenyl]ethyl]amino]-2-oxo-acetate 2,2,2-Trifluoroethyl-2-chloro-2-oxo-acetate